NC(C)C=1C(NC2=CC(=C(C=C2C1)Cl)OC)=O 3-(1-aminoethyl)-6-chloro-7-methoxyquinolin-2(1H)-one